FC(C1=CC=C(CCON2C=CC3=CC=CC=C23)C=C1)(F)F (4-(trifluoromethyl)phenethoxy)-1H-indol